N-(cyclohexylmethyl)-3-[(6-phenylpyridazin-3-yl)amino]benzamide C1(CCCCC1)CNC(C1=CC(=CC=C1)NC=1N=NC(=CC1)C1=CC=CC=C1)=O